CC(C)(C)OC(C(C#N)C1=NC(=CN=C1)Br)=O 2-(6-Bromopyrazin-2-yl)-2-cyanoacetic acid-2-methylpropan-2-yl ester